N-((1S)-1-cycloheptyl-2-((2-fluoro-4-(2-oxo-2-((1,1,1-trifluoro-3-(methylamino)-3-oxopropan-2-yl)amino)ethyl)phenyl)amino)-2-oxoethyl)-1-ethyl-1H-pyrazole-5-carboxamide C1(CCCCCC1)[C@@H](C(=O)NC1=C(C=C(C=C1)CC(NC(C(F)(F)F)C(=O)NC)=O)F)NC(=O)C1=CC=NN1CC